2-[3-(1,3-Dihydro-1,3,3-trimethyl-2H-indol-2-yliden)-1-propenyl]-3-ethyl-benzothiazolium iodid [I-].CN1C(C(C2=CC=CC=C12)(C)C)=CC=CC=1SC2=C([N+]1CC)C=CC=C2